CC1=[15N]C(=CC=C1)C 2,6-dimethyl(15N)pyridine